(4-(5-(methoxymethyl)-3-(trifluoromethyl)-1H-pyrazol-1-yl)phenyl)methanol COCC1=CC(=NN1C1=CC=C(C=C1)CO)C(F)(F)F